FC(C1=C2C=C(N(C2=CC=C1)C(=O)OC(C)(C)C)C(=O)OC)(F)F 1-(tert-butyl) 2-methyl 4-(trifluoromethyl)-1H-indole-1,2-dicarboxylate